6-(CYCLOPENTOXY)PYRIDINE-2-BORONIC ACID C1(CCCC1)OC1=CC=CC(=N1)B(O)O